2-(difluoromethyl)-5-fluorobenzoic acid FC(C1=C(C(=O)O)C=C(C=C1)F)F